COC(C[C@H]1CC[C@H]2[C@@H]([C@H]3[C@H]4[C@@H](O2)[C@@H]([C@](O4)(O3)CCOCC3=CC=CC=C3)O)O1)=O 2-((2R,3S,3aS,4aS,7R,8aS,9S,9aR)-2-(2-(benzyloxy)ethyl)-3-hydroxydecahydro-2,9-epoxyfuro[3,2-b]pyrano[2,3-e]pyran-7-yl)acetic acid methyl ester